2-(2-cyclopropyl-4-fluoro-6-(trifluoromethyl)phenyl)acetamide C1(CC1)C1=C(C(=CC(=C1)F)C(F)(F)F)CC(=O)N